sodium 5-hydroxytetradecanoate OC(CCCC(=O)[O-])CCCCCCCCC.[Na+]